OC=1C=C(C=CC1[N+](=O)[O-])CC(=O)O 2-(3-Hydroxy-4-nitrophenyl)acetic acid